C(C(C)C)OC(C(CC(=O)OCC(C)C)CCCCCC)=O hexylsuccinic acid diisobutyl ester